3-hydroxy-2-(4-chlorophenyl)-4H-chromen-4-one OC1=C(OC2=CC=CC=C2C1=O)C1=CC=C(C=C1)Cl